N=1C=NN2C1C=C(C=C2)OC2=C(C=C(C=C2)NC2=NC=NN1C2=C(C=C1)C1CCN(CC1)C(=O)C(C#N)=C)C 2-(4-(4-((4-([1,2,4]triazolo[1,5-a]pyridin-7-yloxy)-3-methylphenyl)amino)pyrrolo[2,1-f][1,2,4]triazin-5-yl)piperidine-1-carbonyl)acrylonitrile